ClC1=C(C=C(C(=C1)F)N1C(N(C(=CC1=O)C(F)(F)F)C)=O)C1=NOC2(C1CCC2)C(=O)OC Methyl 3-{2-chloro-4-fluoro-5-[3-methyl-2,6-dioxo-4-(trifluoromethyl)-3,6-dihydropyrimidin-1(2H)-yl]phenyl}-3a,4,5,6-tetrahydro-6aH-cyclopenta[d][1,2]oxazol-6a-carboxylat